FC1=C(C=CC=C1)OCCCCC=C 1-fluoro-2-(hex-5-en-1-yloxy)benzene